3-(4-isobutyl-6-methylcyclohex-3-en-1-yl)propan-1-ol C(C(C)C)C1=CCC(C(C1)C)CCCO